OC1(CC1)C1=NN(C=N1)C1CC2(CN(C2)C(=O)N2CC3(C2)CC(C3)CC3=CC(=C(C#N)C=C3)C(F)(F)F)C1 4-[[2-[6-[3-(1-hydroxycyclopropyl)-1,2,4-triazol-1-yl]-2-azaspiro[3.3]heptane-2-carbonyl]-2-azaspiro[3.3]heptane-6-yl]methyl]-2-(trifluoromethyl)benzonitrile